(S)-N4-(1-(2H-tetrazol-5-yl)hept-3-yl)-5-(2-methoxybenzyl)-6-methylpyrimidine-2,4-diamine N=1NN=NC1CC[C@H](CCCC)NC1=NC(=NC(=C1CC1=C(C=CC=C1)OC)C)N